BrC1=C(C2=C(N(C(NC2=O)=O)CC(C2=C(C=CC=C2)OC)O)S1)C 6-bromo-1-(2-hydroxy-2-(2-methoxyphenyl)ethyl)-5-methyl-2,4-dioxo-1,4-dihydrothieno[2,3-d]pyrimidine